3',5'-di(carbazol-9-yl)-[1,1'-biphenyl]-3,5-dicarbonitrile C1=CC=CC=2C3=CC=CC=C3N(C12)C=1C=C(C=C(C1)N1C2=CC=CC=C2C=2C=CC=CC12)C1=CC(=CC(=C1)C#N)C#N